C(#N)NS(O)(=O)=O sulfuric acid, cyanoamide